FC1=C(C=C(C(=C1)C)SCC(F)(F)F)C1=C(C=C(C(=C1)SCC(F)(F)F)C)F 2,2'-difluoro-4,4'-dimethyl-5,5'-bis(2,2,2-trifluoroethylthio)-1,1'-biphenyl